(S)-1-(4-cyanopyridin-2-yl)-N-((R)-1-((3,3-difluorocyclobutyl)carbonyl)-2,3-dihydro-1H-inden-1-yl)-N-(5-fluoropyridin-3-yl)-5-oxopyrrolidine-2-carboxamide C(#N)C1=CC(=NC=C1)N1[C@@H](CCC1=O)C(=O)N(C=1C=NC=C(C1)F)[C@@]1(CCC2=CC=CC=C12)C(=O)C1CC(C1)(F)F